COC(=O)C1=CC(=NC(=C1)C(=O)OCC)C(=O)OCC 2,6-Diethyloxycarbonyl-pyridine-4-carboxylic acid methyl ester